N'-(3,4-Dichloro-benzyl)-N,N-diethyl-propane-1,3-diamine ClC=1C=C(CNCCCN(CC)CC)C=CC1Cl